tert-butyl N-(2-(benzyloxy)ethyl)-N-((chloromethoxy)carbonyl)-L-alaninate C(C1=CC=CC=C1)OCCN([C@@H](C)C(=O)OC(C)(C)C)C(=O)OCCl